Cl.CN1C([C@H]2NC[C@@H](NC=3N=CC=C(C4=CC=CC5=NN(C(CCC1)=C45)C)N3)C2)=O (8S,11S)-13,18-dimethyl-5,7,10,13,18,19,26-heptaazapentacyclo[15.6.1.12,6.18,11.020,24]hexacosan-1(23),2,4,6(26),17(24),19,21-heptaen-12-one, hydrochloride